OC1=C(C(=O)OCCC)C=CC(=C1)C1=NC(=NC=C1)NC1=CC(=CC=C1)O propyl 2-hydroxy-4-(2-(3-hydroxyphenyl-amino)pyrimidin-4-yl)benzoate